4-chloro-6-(3-(difluoromethyl)tetrahydrofuran-3-yl)-2-methyl-2,6-dihydropyrido[3,4-d]pyridazine-1,7-dione ClC1=NN(C(C=2C1=CN(C(C2)=O)C2(COCC2)C(F)F)=O)C